N1=CC(=CC=C1)CN1CCC(CC1)CN [1-(3-pyridylmethyl)4-piperidyl]methanamine